The molecule is a cyclic hexapeptide echinocandin antibiotic isolated from Aspergillus spp. By inhibiting the conversion of lanosterol to ergosterol, it invades a fungus' ability to synthesize cell walls. A modified form of echinocandin B, it is an antimycotic agent against Candida albicans. It has a role as an antiinfective agent. It is an echinocandin and an antibiotic antifungal drug. CCCCCCCCOC1=CC=C(C=C1)C(=O)N[C@H]2C[C@H]([C@H](NC(=O)[C@@H]3[C@H]([C@H](CN3C(=O)[C@@H](NC(=O)[C@@H](NC(=O)[C@@H]4C[C@H](CN4C(=O)[C@@H](NC2=O)[C@@H](C)O)O)[C@@H]([C@H](C5=CC=C(C=C5)O)O)O)[C@@H](C)O)C)O)O)O